1-(4-(4-amino-5-(4-aminophenyl)pyrrolo[2,1-f][1,2,4]triazin-7-yl)piperidin-1-yl)-2-fluoro-2-methylpropan-1-one NC1=NC=NN2C1=C(C=C2C2CCN(CC2)C(C(C)(C)F)=O)C2=CC=C(C=C2)N